C(#N)C1=CC=C(CNC(=O)C=2C(N(C3=C(N=CC(=C3C2)C(=C)C)OCC2(CC2)S(N)(=O)=O)C)=O)C=C1 N-(4-cyanobenzyl)-1-methyl-2-oxo-5-(prop-1-en-2-yl)-8-((1-sulfamoylcyclopropyl)methoxy)-1,2-dihydro-1,7-naphthyridine-3-carboxamide